P(=O)(OC1=C(C=CC=C1)C(C)(C)C)(OC1=CC=CC=C1)OC1=CC=CC=C1 tert-butylphenyl (diphenyl) phosphate